C(#N)C=1C=C(C=CC1)C1=NC2=CC(=NC=C2C=C1)CNC(=O)C1=CN(C=C1)S(=O)(=O)C N-((2-(3-cyanophenyl)-1,6-naphthyridin-7-yl)methyl)-1-(methylsulfonyl)-1H-pyrrole-3-carboxamide